C1=C(C=CC2=CC=CC=C12)C#CC=1C=C2C=CC(=C(C2=CC1)C1=C(C=CC2=CC(=CC=C12)C#CC1=CC2=CC=CC=C2C=C1)OCCO)OCCO 6,6'-bis-(2-(naphthalen-2-yl)ethynyl)-2,2'-bis(2-hydroxyethoxy)-1,1'-binaphthyl